OC1=CC=CC=2NC(NC21)=O 4-hydroxy-1H-benzo[d]imidazol-2(3H)-one